N[C@@H]1CC[C@H](CC1)OC1=CC=C2C(CC3(CCCC3)C=3C(=NC=NC23)N)=C1N 8-(trans-4-aminocyclohexyloxy)spiro[6H-benzo[H]quinazoline-5,1'-cyclopentane]-4,7-diamine